N1NCCC1 dihydropyrazoline